ClC=1C=C2C(=CC(=NC2=CC1)C(F)(F)F)N[C@@H]1C[C@@H](CCC1)NC=1C=2C(N=C(N1)Cl)=NN(C2)C (1s,3r)-N1-(6-chloro-2-(trifluoromethyl)quinolin-4-yl)-N3-(6-chloro-2-methyl-2H-pyrazolo[3,4-d]pyrimidin-4-yl)cyclohexane-1,3-diamine